NC1=CC=C(C=C1)CCN1[C@@H](O[C@@H](C1=O)C)C=1C(=NN(C1)C1=CC=C(C=C1)Br)C1=NC=C(C=C1)Cl (2S,5R)-3-(4-aminophenyl-ethyl)-2-(1-(4-bromophenyl)-3-(5-chloropyridin-2-yl)-1H-pyrazol-4-yl)-5-methyl-oxazolidin-4-one